decane-1,10-diol diacrylate C(C=C)(=O)OCCCCCCCCCCOC(C=C)=O